NC=1C=2N(C3=CC(=C(C=C3N1)F)C(=O)N1[C@@H]3[C@H](OCC1)CC=1C=C(C=CC13)OC(F)F)C=NC2 (4-amino-7-fluoroimidazo[1,5-a]quinoxalin-8-yl)((4aS,9aR)-7-(difluoromethoxy)-2,3,9,9a-tetrahydroindeno[2,1-b][1,4]oxazin-4(4aH)-yl)methanone